C(#N)C1=CC=C(C=C1)S(=O)(=O)N(CCC1=NC=CC=C1)C1=CC=CC=C1 4-cyano-N-phenyl-N-[2-(pyridine-2-yl)ethyl]benzenesulfonamide